O=C1OC(CC1C1CC(C2C(C1)C(=O)OC2=O)C)=O 5-(2,5-dioxotetrahydro-3-furanyl)-3-methyl-cyclohexane-1,2-dicarboxylic anhydride